tert-butyl 4-[4-(4-{1-[(tert-butoxy)carbonyl]-1,2,3,6-tetrahydropyridin-4-yl}-3-fluorobenzamido)-2-fluorophenyl]-1,2,3,6-tetrahydropyridine-1-carboxylate C(C)(C)(C)OC(=O)N1CCC(=CC1)C1=C(C=C(C(=O)NC2=CC(=C(C=C2)C=2CCN(CC2)C(=O)OC(C)(C)C)F)C=C1)F